N-(1-(isoquinolin-3-yl)ethyl)cyclopropanamine C1=NC(=CC2=CC=CC=C12)C(C)NC1CC1